2-cyclobutyl-10-fluoro-2,3,4,5-tetrahydro-1H-benzofuro[3,2-c]azepine C1(CCC1)N1CC2=C(CCC1)OC1=C2C(=CC=C1)F